NC1=NC=C(C2=C1C(=NN2[C@@H]2CN(CC2)C(C=C)=O)C#CC2=CC1=C(N(C=N1)C)C=C2F)CC (S)-1-(3-(4-amino-7-ethyl-3-((6-fluoro-1-methyl-1H-benzo[d]imidazol-5-yl)ethynyl)-1H-pyrazolo[4,3-c]pyridin-1-yl)pyrrolidin-1-yl)prop-2-en-1-one